2-(3-methyl-2,6-dioxo-7-pentyl-2,3,6,7-tetrahydro-1H-purin-1-yl)ethyl nicotinate C(C1=CN=CC=C1)(=O)OCCN1C(N(C=2N=CN(C2C1=O)CCCCC)C)=O